Ethyl difluoroacetate FC(C(=O)OCC)F